(S)-4-(5-(5-fluoro-2-methoxypyridin-4-yl)-1H-pyrazole-3-carbonyl)-N-((R)-1-(pyridin-3-yl)pyrrolidin-3-yl)-4-azaspiro[2.5]Octane-7-carboxamide FC=1C(=CC(=NC1)OC)C1=CC(=NN1)C(=O)N1C2(CC2)C[C@H](CC1)C(=O)N[C@H]1CN(CC1)C=1C=NC=CC1